3-bromo-6,8-dihydro-5H-imidazo[2,1-c][1,4]oxazine BrC1=CN=C2COCCN21